C(C)(C)(C)OC(=O)NCCCCN N-(tert-Butoxycarbonyl)-1,4-butanediamine